1-(β-carboline-1-yl)-3,4,5-trihydroxy-1-pentanone C1(=NC=CC=2C3=CC=CC=C3NC12)C(CC(C(CO)O)O)=O